4-(3-((2,7-diazaspiro[3.5]nonan-2-yl)methyl)pyrrolidin-1-yl)pyrimidine C1N(CC12CCNCC2)CC2CN(CC2)C2=NC=NC=C2